ClC1=NC=NC(=C1)C(F)(F)F 4-chloro-6-(trifluoromethyl)pyrimidine